4-oxo-chroman-6-carboxylic acid methyl ester COC(=O)C=1C=C2C(CCOC2=CC1)=O